diazatricyclo[6.4.1.04,13]trideca-1(13),3-dien C1=2NN=C3CCCC(CCCC1)C23